N-benzyl-N-(7-chloro-3-cyano-6-hydroxy-1-benzothien-2-yl)acetamide C(C1=CC=CC=C1)N(C(C)=O)C=1SC2=C(C1C#N)C=CC(=C2Cl)O